CC=1C(=NC(=NC1)N1CCC(CC1)C(=O)N1OCC[C@H]1C1=NC(=CN=C1)C)C(=O)N 5-methyl-2-[4-[(3S)-3-(6-methylpyrazin-2-yl)isoxazolidine-2-carbonyl]-1-piperidinyl]pyrimidine-4-carboxamide